cytidine sulphate S(=O)(=O)(O)OC[C@@H]1[C@H]([C@H]([C@@H](O1)N1C(=O)N=C(N)C=C1)O)O